FC(C=1C(=C(C=CC1)[C@@H](C)NC=1C2=C(N=C(N1)C)C=NC(=C2)N2C[C@@](CC2)(C(=O)N)C)F)F |&1:24| (3RS)-1-[4-({(1R)-1-[3-(difluoromethyl)-2-fluorophenyl]ethyl}amino)-2-methylpyrido[3,4-d]pyrimidin-6-yl]-3-methylpyrrolidine-3-carboxamide